ClC1=C(C=CC=C1)S(=O)(=O)NC=1N=NC(=C(C1)CC)Cl 2-chloro-N-(6-chloro-5-ethylpyridazin-3-yl)benzenesulfonamide